C(C)(=O)C=1C=C2C(N(C(C2=CC1)(C1=CC=C(C=C1)Cl)OCC1(CC1)CO[Si](C)(C)C(C)(C)C)CC1=C(C(=O)O)C=C(C=C1)Cl)=O 2-((5-Acetyl-1-((1-(((tert-butyldimethylsilyl)oxy)methyl)cyclopropyl)methoxy)-1-(4-chlorophenyl)-3-oxoisoindolin-2-yl)methyl)-5-chlorobenzoic acid